(4-phosphonophenyl)methane, thorium salt [Th].P(=O)(O)(O)C1=CC=C(C=C1)C